CC1(COB(OC1)C1=CC(=C2CN(C(C2=C1)=O)C1CC(C1)(C)O)C(F)(F)F)C 6-(5,5-dimethyl-1,3,2-dioxaborinan-2-yl)-2-[(cis)-3-hydroxy-3-methylcyclobutyl]-4-(trifluoromethyl)-3H-isoindol-1-one